(R)-N-((1e,2z)-4-((tert-butyldiphenylsilyl)oxy)-2-fluorobut-2-en-1-ylidene)-2-methylpropan-2-sulfinamide [Si](C1=CC=CC=C1)(C1=CC=CC=C1)(C(C)(C)C)OC\C=C(\C=N\[S@](=O)C(C)(C)C)/F